1-(6-Chloro-1-isobutyl-pyrazolo[4,3-c]pyridin-3-yl)pyrrolidin-2-one ClC1=CC2=C(C=N1)C(=NN2CC(C)C)N2C(CCC2)=O